2-(3-fluorophenyl)-N-(4-(4-methoxy-2-nitrophenyl)pyridin-2-yl)acetamide FC=1C=C(C=CC1)CC(=O)NC1=NC=CC(=C1)C1=C(C=C(C=C1)OC)[N+](=O)[O-]